1,3-bis(4-phenyl-1,10-phenanthroline-2-yl)benzene C1(=CC=CC=C1)C1=CC(=NC2=C3N=CC=CC3=CC=C12)C1=CC(=CC=C1)C1=NC2=C3N=CC=CC3=CC=C2C(=C1)C1=CC=CC=C1